4,4'-(cyclohexane-1,1-diyl)bis(2-aminophenol) C1(CCCCC1)(C1=CC(=C(C=C1)O)N)C1=CC(=C(C=C1)O)N